(2r,4r)-4-[tert-butyl-(diphenyl)silyl]oxypyrrolidine-1,2-dicarboxylic acid O1-tert-butyl ester O2-methyl ester COC(=O)[C@@H]1N(C[C@@H](C1)O[Si](C1=CC=CC=C1)(C1=CC=CC=C1)C(C)(C)C)C(=O)OC(C)(C)C